COC(C(=O)NC=1SC(=NN1)N[C@H]1CN(CC1)C=1N=NC=CN1)C1=CC(=CC=C1)C1COC1 2-methoxy-2-[3-(oxetan-3-yl)phenyl]-N-[5-[[(3R)-1-(1,2,4-triazin-3-yl)pyrrolidin-3-yl]amino]-1,3,4-thiadiazol-2-yl]acetamide